[Si](C)(C)(C(C)(C)C)OCCCC1(NC=CC=N1)Cl 2-((tert-Butyldimethylsilanyloxy)propyl)-2-chloropyrimidine